FC(C=1C=C(CNC=2C=NC=CC2C(=O)O)C=CC1)(F)F 3-{[3-(trifluoromethyl)benzyl]amino}pyridine-4-carboxylic acid